C1(CCCC1)N1CSC(=C1C)C1=NC(=NC=C1)NC1=NC=C(C=C1)N1CCNCC1 N-cyclopentyl-4-methyl-5-(2-((5-(piperazin-1-yl)pyridin-2-yl)amino)pyrimidin-4-yl)thiazol